C(#N)C1=CC(=C(COC2=CC=CC(=N2)N2CCN([C@@H]3CC[C@H]23)CC2=NC3=C(N2CC2=NC=CC(=C2)C)C=C(C=C3)C(=O)OC)C=C1)F |r| rac-Methyl 2-(((1R,6S)-5-(6-((4-cyano-2-fluorobenzyl)oxy)pyridin-2-yl)-2,5-diazabicyclo[4.2.0]octan-2-yl)methyl)-1-((4-methylpyridin-2-yl)methyl)-1H-benzo[d]imidazole-6-carboxylate